3-bromobenzo[B]naphthalene BrC1=CC=2C(=CC3=CC=CC=C3C2)C=C1